2-acryloyl-7-(4-((5-(furan-2-yl)-2-methoxyphenyl)amino)-7-methoxyquinazolin-6-yl)-5-oxa-2,7-diazaspiro[3.4]octane-6-one C(C=C)(=O)N1CC2(C1)OC(N(C2)C=2C=C1C(=NC=NC1=CC2OC)NC2=C(C=CC(=C2)C=2OC=CC2)OC)=O